beta,psi-Carotene CC1(C)CCCC(C)=C1\C=C\C(\C)=C\C=C\C(\C)=C\C=C\C=C(/C)\C=C\C=C(/C)\C=C\C=C(/C)\CCC=C(C)C